NCCCCN(CCCCN)C N1-(4-aminobutyl)-N1-methylbutane-1,4-diamine